C(C1=CC=CC=C1)[C@@]1(C(C2=C(N(C3=CC=CC=C23)S(=O)(=O)C)COC1)=O)C#N (R)-4-Benzyl-10-(methylsulfonyl)-5-oxo-3,4,5,10-tetrahydro-1H-oxepino[3,4-b]indole-4-carbonitril